N-(6-Methoxy-2-((1r,4r)-4-((methyl(piperidin-4-ylmethyl)amino)methyl)cyclohexyl)-2H-indazole-5-yl)-6-(trifluoromethyl)picolinamide COC=1C(=CC2=CN(N=C2C1)C1CCC(CC1)CN(CC1CCNCC1)C)NC(C1=NC(=CC=C1)C(F)(F)F)=O